6-((R)-2-trifluoromethyl-pyrrolidine-1-carbonyl)-3,4-dihydro-1H-pyrrolo[2,1-c][1,4]oxazine-8-carboxylic acid [(R)-1-(6-trifluoromethyl-pyridin-3-yl)-propyl]-amide FC(C1=CC=C(C=N1)[C@@H](CC)NC(=O)C=1C=C(N2C1COCC2)C(=O)N2[C@H](CCC2)C(F)(F)F)(F)F